C1CCC2=C(C=CC=C12)NC1=C(C=C2C(=N1)NN=C2NC(C2=CC=NC=C2)=O)F N-(6-((2,3-dihydro-1H-inden-4-yl)amino)-5-fluoro-1H-pyrazolo[3,4-b]pyridin-3-yl)isonicotinamide